NCC=1C=C2C=CN=C(C2=C(C1)F)N 6-(aminomethyl)-8-fluoroisoquinolin-1-amine